O[C@]1([C@@H](C2=CC=CC=C2C1)NC(=O)C=1C=C2C(CCS(C2=CC1)(=O)=O)N1C(NC(CC1=O)(C)C)=N)C N-[(1R,2R)-2-hydroxy-2-methyl-indan-1-yl]-4-(2-imino-4,4-dimethyl-6-oxo-hexahydropyrimidin-1-yl)-1,1-dioxo-3,4-dihydro-2H-thiochromene-6-carboxamide